Tert-butyl [4,4'-bipiperidine]-1-carboxylate N1(CCC(CC1)C1CCNCC1)C(=O)OC(C)(C)C